N-(4-methoxyphenyl)-3-Pyridinamine COC1=CC=C(C=C1)NC=1C=NC=CC1